BrC=1C=2C3=C(NC2C(=C(C1)Cl)Cl)CCN([C@H]3C)C(=O)C3=NC=C(C=N3)OC (S)-(9-bromo-6,7-dichloro-1-methyl-1,3,4,5-tetrahydro-2H-pyrido[4,3-b]indol-2-yl)(5-methoxypyrimidin-2-yl)methanone